FC1=CC=C(C=C1)C1=C(N=C(O1)C1=CC=2C(=NN(N2)C)C=C1)N1CCC=2C=CC=NC2C1=O 7-(5-(4-fluorophenyl)-2-(2-methyl-2H-benzo[d][1,2,3]triazol-5-yl)oxazol-4-yl)-6,7-dihydro-1,7-naphthyridin-8(5H)-one